4-(N-((7-(5-(difluoromethyl)-1,3,4-oxadiazol-2-yl)imidazo[1,2-a]pyridin-2-yl)methyl)-N-(3-fluorophenyl)sulfamoyl)piperazine-1-carboxylic acid methyl ester COC(=O)N1CCN(CC1)S(N(C1=CC(=CC=C1)F)CC=1N=C2N(C=CC(=C2)C=2OC(=NN2)C(F)F)C1)(=O)=O